FC1(OC2=C(O1)C=CC(=C2)/C=C/C(=O)N2CCN(CC2)C(C2=CN=C(C(=C2)C(C)(C)O)OC)=O)F (E)-3-(2,2-difluorobenzo[d][1,3]dioxol-5-yl)-1-(4-(5-(2-hydroxypropan-2-yl)-6-methoxynicotinoyl)piperazin-1-yl)prop-2-en-1-one